(4-chlorophenyl)-2H-benzo[e][1,2,4]thiadiazine-1,1-dioxide ClC1=CC=C(C=C1)N1S(C2=C(N=C1)C=CC=C2)(=O)=O